N-tert-butyl-dimethylsilyl-N-methyltrifluoroacetamide [Si](C)(C)(C(C)(C)C)N(C(C(F)(F)F)=O)C